C1(CCCC1)N1C(=CC2=C1N=C(N=C2)NC2=NC=C(C=C2)N2CCN(CC2)CC=2C=C1C(N(C(C1=CC2)=O)C2C(NC(CC2)=O)=O)=O)C(=O)N(C)C 7-cyclopentyl-2-((5-(4-((2-(2,6-dioxopiperidin-3-yl)-1,3-dioxoisoindoline-5-yl)methyl)piperazin-1-yl)pyridin-2-yl)amino)-N,N-dimethyl-7H-pyrrolo[2,3-d]pyrimidine-6-carboxamide